cyclohexyl (R)-2-(((benzyloxy)carbonyl)amino)-3-(7-methylthieno[3,2-b]pyridine-2-carboxamido)propanoate C(C1=CC=CC=C1)OC(=O)N[C@@H](C(=O)OC1CCCCC1)CNC(=O)C1=CC2=NC=CC(=C2S1)C